FC=1C=C(C=CC1F)CNC(C1=CC=C(S1)C1=C(C(=NC(=C1C(N)=O)CC(C)C)CCC1=CC=C(C=C1)F)C1=CC(=NO1)C)=O N-(3,4-difluorophenyl)methyl-5-{5-carbamoyl-2-[2-(p-fluorophenyl)ethyl]-6-isobutyl-3-(3-methyl-5-isoxazolyl)-4-pyridyl}-2-thenamide